dodecyldi-methyl(3-(triethoxysilyl)propyl)ammonium chloride [Cl-].C(CCCCCCCCCCC)[N+](CCC[Si](OCC)(OCC)OCC)(C)C